BrCC(CO)(CO)CBr 2,2-di(bromomethyl)-1,3-propanediol